C(C)C1=NN(C(=C1)C1=NC(=NC(=C1)N(CCCOC1=C(C=CC=C1)C)C)CC(=O)N)C (4-(3-Ethyl-1-methyl-1H-pyrazol-5-yl)-6-(methyl(3-(o-tolyloxy)propyl)amino)pyrimidin-2-yl)acetamide